6-(4-(tert-butyl)-6-methoxypyrimidin-5-yl)-1-(4-(1-methyl-4-(trifluoromethyl)-1H-imidazol-2-yl)benzyl)-1H-pyrazolo[3,4-d]pyrimidine C(C)(C)(C)C1=NC=NC(=C1C1=NC=C2C(=N1)N(N=C2)CC2=CC=C(C=C2)C=2N(C=C(N2)C(F)(F)F)C)OC